OC=1C=C(C(=O)[O-])C=CC1O.[Na+] sodium 3,4-dihydroxybenzoate